ClC1=C(C=CC(=C1)Cl)C1=NC(=NC=C1C=1NC(=CN1)C)NCCNC1=CC=C(C=N1)C#N 6-[[2-[[4-(2,4-dichlorophenyl)-5-(5-methyl-1H-imidazol-2-yl)-2-pyrimidinyl]amino]ethyl]amino]-3-cyanopyridine